OC1=C(N=C(N(C1=O)C)N1C(C2=CC=CC=C2CC1)C1=CC=CC=C1)C(=O)NC=1C=NOC1 5-hydroxy-N-(isoxazol-4-yl)-1-methyl-6-oxo-2-(1-phenyl-3,4-dihydroisoquinolin-2(1H)-yl)-1,6-dihydropyrimidine-4-carboxamide